2,2-dimethyl-4,8-dioxo-5-(4,7,10-tris(2-(tert-butoxy)-2-oxoethyl)-1,4,7,10-tetraazacyclododecan-1-yl)-3,12,15,18,21,24,27-heptaoxa-9-azatriacontan-30-oic acid CC(C)(OC(C(CCC(NCCOCCOCCOCCOCCOCCOCCC(=O)O)=O)N1CCN(CCN(CCN(CC1)CC(OC(C)(C)C)=O)CC(OC(C)(C)C)=O)CC(=O)OC(C)(C)C)=O)C